(1,1-dioxo-1,4-thiazinan-4-yl)-[4-nitro-2-[2-(trifluoromethyl)morpholin-4-yl]phenyl]methanone O=S1(CCN(CC1)C(=O)C1=C(C=C(C=C1)[N+](=O)[O-])N1CC(OCC1)C(F)(F)F)=O